Cl.Cl.C(C)/C(=C\C)/C1=NC=2N(C(=C1)N[C@@H]1C[C@H](CC1)NCC(=O)O)N=CC2 2-[[(1S,3S)-3-[[5-[(E)-1-ethylprop-1-enyl]pyrazolo[1,5-a]pyrimidin-7-yl]amino]cyclopentyl]amino]acetic acid dihydrochloride